COC1=CC=C(COC2=NOC3=C2C=CC(=C3)N3C2=C(OCC3)C=C(C=N2)C(=O)N2CCCCC2)C=C1 (4-(3-((4-methoxybenzyl)oxy)benzo[d]isoxazol-6-yl)-3,4-dihydro-2H-pyrido[3,2-b][1,4]oxazin-7-yl)(piperidin-1-yl)methanone